FC=1C=C(C=NC1N1C=NC(=C1)C1OCCC1)NC(CN1N=C(C=C1C)C(F)(F)F)=O N-(5-fluoro-6-(4-(tetrahydrofuran-2-yl)-1H-imidazol-1-yl)pyridin-3-yl)-2-(5-methyl-3-(trifluoromethyl)-1H-pyrazol-1-yl)acetamide